C(C)(C)C1=CNC2=NC=C(C=C21)C=2C=C1C=CN=CC1=C(C2)[C@H]2NCCC2 (S)-6-(3-isopropyl-1H-pyrrolo[2,3-b]pyridin-5-yl)-8-(pyrrolidin-2-yl)isoquinoline